BrC1=CN(C2=C(C=C(C(=C12)CO)OC)C)C(=O)OC(C)(C)C tert-butyl 3-bromo-4-(hydroxymethyl)-5-methoxy-7-methyl-1H-indole-1-carboxylate